5-Bromopyrazolo[1,5-a]pyridine-3-carboxylic acid BrC1=CC=2N(C=C1)N=CC2C(=O)O